(±)-trans-N-(8-amino-6-(4-(dimethylamino)pyridin-3-yl)isoquinolin-3-yl)-2-cyanocyclopropane-1-carboxamide NC=1C=C(C=C2C=C(N=CC12)NC(=O)[C@H]1[C@@H](C1)C#N)C=1C=NC=CC1N(C)C |r|